FC1(OC2=C(O1)C=CC(=C2)NC2=NC=CC(=N2)N2C=C(C=C2)C(=O)NC(CO)C2=CC(=CC=C2)Cl)F 1-(2-((2,2-difluorobenzo[d][1,3]dioxol-5-yl)amino)pyrimidin-4-yl)-N-(1-(3-chlorophenyl)-2-hydroxyethyl)-1H-pyrrole-3-carboxamide